4-(4-ethyl-3-iodo-phenyl)-4-methyl-3-oxo-pentanoic acid tert-butyl ester C(C)(C)(C)OC(CC(C(C)(C)C1=CC(=C(C=C1)CC)I)=O)=O